acryloyl-oxybutyl-methyl-diethoxysilane C(C=C)(=O)OCCCC[Si](OCC)(OCC)C